2-(5-allyl-2-chloro-4-(4-(4-methylpiperazin-1-yl)piperidin-1-yl)phenyl)-N4-(4-(Allyloxy)-1-(methylsulfonyl)indol-7-yl)-5-bromopyrimidine-2,4-diamine C(C=C)C=1C(=CC(=C(C1)C1(NC=C(C(=N1)NC=1C=CC(=C2C=CN(C12)S(=O)(=O)C)OCC=C)Br)N)Cl)N1CCC(CC1)N1CCN(CC1)C